3-(1-allylpyrrolidin-3-yl)-N-(1-cyanocyclopropyl)-8-(4-isobutyrylpiperazin-1-yl)imidazo[1,2-a]pyridine-6-sulfonamide C(C=C)N1CC(CC1)C1=CN=C2N1C=C(C=C2N2CCN(CC2)C(C(C)C)=O)S(=O)(=O)NC2(CC2)C#N